BrC=1C=C2CCCC2=CC1OC(F)F 5-bromo-6-(difluoromethoxy)-2,3-dihydro-1H-indene